3-(1H-IMIDAZOL-2-YL)-BENZALDEHYDE N1C(=NC=C1)C=1C=C(C=O)C=CC1